C1(CC1)OC1=C(C#N)C=CC=N1 2-cyclopropyloxynicotinonitrile